C1(=CC=CC=C1)C1=C2CCN(C2=CC=C1)C=1C2=C(N=CN1)C=C(C=N2)C=C 4-(4-phenylindolin-1-yl)7-vinylpyrido[3,2-d]pyrimidine